4-chloro-6-(4-chlorophenyl)-2-(1-methyl-1H-pyrazol-4-yl)pyrimidine ClC1=NC(=NC(=C1)C1=CC=C(C=C1)Cl)C=1C=NN(C1)C